CN1N=CC(=C1)N(S(=O)(=O)NC(=O)NC1=C(SC(=C1)C(C)C)C(F)(F)F)C1CN(CCC1)C 1-[(1-Methyl-1H-pyrazol-4-yl)(1-methylpiperidin-3-yl)sulfamoyl]-3-[5-(propan-2-yl)-2-(trifluoromethyl)thiophen-3-yl]urea